4-(((3R,5S)-3-(4,4-difluoropiperidine-1-carbonyl)-5-hydroxypiperidin-1-yl)sulfonyl)-N,N-diethylbenzenesulfonamide FC1(CCN(CC1)C(=O)[C@H]1CN(C[C@H](C1)O)S(=O)(=O)C1=CC=C(C=C1)S(=O)(=O)N(CC)CC)F